FC(C(=O)O)(F)F.N1CC(C1)CN1CCC(CC1)C1=CC=CC=2N(C(N(C21)C)=O)C2C(NC(CC2)=O)=O 3-{4-[1-(Azetidin-3-ylmethyl)piperidin-4-yl]-3-methyl-2-oxo-1,3-benzodiazol-1-yl}piperidine-2,6-dione trifluoroacetate